[N-]=C=O.[N-]=C=O.C(C(=O)[O-])(=O)[O-].C(C(=O)[O-])(=O)[O-].[K+] potassium bis(oxalate) diisocyanate